2-((1S,5R,6R)-6-(4-fluorophenyl)-8-azabicyclo[3.2.1]octan-8-yl)isoindoline-1,3-dione FC1=CC=C(C=C1)[C@@H]1[C@H]2CCC[C@@H](C1)N2N2C(C1=CC=CC=C1C2=O)=O